FC1=C(C(=O)O)C(=CC(=C1)N1[C@H](CNCC1)C(F)(F)F)F (R)-2,6-difluoro-4-(2-(trifluoromethyl)piperazin-1-yl)benzoic acid